COC=1C=C(CN(C(=O)OCC=2C=CC=NC2)CC2=CC(=CC=C2)OC)C=CC1 5-({bis(3-methoxybenzyl)aminocarbonyloxy}methyl)pyridine